2-[4-[[7-(1,2,3,4-tetrahydroquinolin-4-yl)-2,5,7,11,13-pentazatricyclo[7.4.0.02,6]trideca-1(13),3,5,9,11-pentaen-12-yl]amino]pyrazol-1-yl]ethanol N1CCC(C2=CC=CC=C12)N1C2=NC=CN2C2=NC(=NC=C2C1)NC=1C=NN(C1)CCO